5-[(4-methoxyphenyl)methoxy]pentan-1,3-diol COC1=CC=C(C=C1)COCCC(CCO)O